ClC=1C=C(C=C2C(N(C(NC12)=NOC)CC=1C=NN(C1)C)=O)S(=O)(=O)NC1(CC1)C 8-chloro-2-methoxyimino-N-(1-methylcyclopropyl)-3-[(1-methylpyrazol-4-yl)methyl]-4-oxo-1H-quinazoline-6-sulfonamide